FC1(CCOCC1)C1=NN=C(S1)C=1C(=C2C(=NC1)NC=C2)NC2C[C@@H]1[C@@H](CN(C1)S(=O)(=O)NCCO)C2 (3aR,5s,6aS)-5-((5-(5-(4-fluorotetrahydro-2H-pyran-4-yl)-1,3,4-thiadiazol-2-yl)-1H-pyrrolo[2,3-b]pyridin-4-yl)amino)-N-(2-hydroxyethyl)hexahydrocyclopenta[c]pyrrole-2(1H)-sulfonamide